Cl.C[C@H](CN1N=CC(=C1)CN)CC (S)-(1-(2-methylbutyl)-1H-pyrazol-4-yl)methylamine hydrochloride